C(C1=CC=CC=C1)OC(=O)N[C@@H](CC(C)C)C(=O)N[C@@H](C[C@H]1C(NCCC1)=O)C#N N2-[(benzyloxy)carbonyl]-N-{(1S)-1-cyano-2-[(3S)-2-oxopiperidin-3-yl]ethyl}-L-leucinamide